O=C1N(C=CC(N1)=O)[C@H]1[C@H]([C@@H]([C@H](O1)C=O)OC(C1=CC=CC=C1)(C1=CC=CC=C1)C1=CC=C(C=C1)OC)F (2S,3R,4S,5R)-5-(2,4-dioxo-3H-pyrimidin-1-yl)-4-fluoro-3-[(4-methoxyphenyl)diphenylmethoxy]oxolane-2-carbaldehyde